C(C)(C)(C)OC(=O)N1CCC(CC1)C=1C=C2C(=C(N(C2=CC1)C(=O)OC(C)(C)C)C1=CN(C(C(=C1)Cl)=O)C)C(C)C tert-Butyl 5-(1-(tert-butoxycarbonyl)piperidin-4-yl)-2-(5-chloro-1-methyl-6-oxo-1,6-dihydropyridin-3-yl)-3-isopropyl-1H-indole-1-carboxylate